1-isopropyl-N-((5-(2-methoxypyridin-4-yl)-2,3-dihydro-1H-inden-4-yl)carbamoyl)azetidine-3-sulfonamide C(C)(C)N1CC(C1)S(=O)(=O)NC(NC1=C2CCCC2=CC=C1C1=CC(=NC=C1)OC)=O